6-amino-5-isopropyl-3-(2-methoxyethyl)quinazolin-4(3H)-one NC=1C(=C2C(N(C=NC2=CC1)CCOC)=O)C(C)C